C(C)(C)C1C(NC2=C(O1)C=CC(=C2)C(=O)OC)=O methyl 2-isopropyl-3-oxo-3,4-dihydro-2H-benzo[b][1,4]oxazine-6-carboxylate